tert-butyl (9-(5-((2-amino-3-chloropyridin-4-yl)thio)pyrazin-2-yl)-3-(5-morpholinopyrimidin-2-yl)-3,9-diazaspiro[5.5]undec-1-yl)carbamate NC1=NC=CC(=C1Cl)SC=1N=CC(=NC1)N1CCC2(CCN(CC2NC(OC(C)(C)C)=O)C2=NC=C(C=N2)N2CCOCC2)CC1